COC=1C=C2CCN(C(C2=CC1OC)CCC1=CNC2=CC=C(C=C12)C)CC1CCOCC1 6,7-dimethoxy-1-(2-(5-methyl-1H-indol-3-yl)ethyl)-2-((tetrahydro-2H-pyran-4-yl)methyl)-1,2,3,4-tetrahydroisoquinoline